2-(3-((R)-(4-methyl-4H-1,2,4-triazol-3-yl)(oxetan-3-yl)methyl)phenyl)-4-(trifluoromethyl)isoindolin-1-one CN1C(=NN=C1)[C@@H](C=1C=C(C=CC1)N1C(C2=CC=CC(=C2C1)C(F)(F)F)=O)C1COC1